FC(C[C@@H](C(=O)NC1=NC=CC(=C1)C1=C(C2=NC(=CC(=C2N1)[C@@H]1OCCC1)F)C1=NC=CC=C1)C1=CC=C(C=C1)F)F |o1:3,22| (2R or S)-4,4-difluoro-N-(4-{5-fluoro-7-[(2R or S)-oxolan-2-yl]-3-(pyridin-2-yl)-1H-pyrrolo[3,2-b]pyridin-2-yl}pyridin-2-yl)-2-(4-fluorophenyl)butanamide